[NH]CCN1N=C(C=2C1=NC=NC2N)C2=CC=C(C=C2)OC2=CC=CC=C2 1-(2-(λ2-azaneyl)ethyl)-3-(4-phenoxyphenyl)-1H-pyrazolo[3,4-d]pyrimidin-4-amine